ClC=1C(=NC(=NC1)NC1CCN(CC1)C=O)C1=CN(C2=CC=CC=C12)S(=O)(=O)C1=CC=CC=C1 (4-((5-chloro-4-(1-(benzenesulfonyl)-1H-indol-3-yl)pyrimidin-2-yl)amino)piperidin-1-yl)methanone